O[C@@H](C(=O)O)CCC1=CC=CC=C1.O[C@@H](C(=O)OCC)CCC1=CC=CC=C1 (R)-ethyl 2-hydroxy-4-phenylbutyrate (R)-2-hydroxy-4-phenylbutyrate